diethyl-cyanoacetyl-guanidine C(C)N(C(NC(CC#N)=O)=N)CC